C1(=CC=CC=C1)C1=NOC(=C1)C(=O)N[C@@H]1C[C@@H](C1)N1N=NC=C1CO 3-phenyl-N-[cis-3-[5-(hydroxymethyl)-1H-1,2,3-triazol-1-yl]cyclobutyl]isoxazole-5-carboxamide